CC1(OCCN2C1CCC2)C 1,1-Dimethylhexahydro-1H-pyrrolo[2,1-c][1,4]oxazin